2-chloro-9-(4,4-difluorocyclohexyl)-9H-imidazo[2,1-f]Purine ClC=1N=CC=2N3C(N(C2N1)C1CCC(CC1)(F)F)=NC=C3